C(C=C)OC(=O)NCC1(CN(C1)C(=O)[C@H](CCCCNC(=O)OC(C)(C)C)NC(OCC1C2=CC=CC=C2C=2C=CC=CC12)=O)O 9H-fluoren-9-ylmethyl N-[(1S)-1-[3-[(allyloxycarbonylamino)methyl]-3-hydroxy-azetidine-1-carbonyl]-5-(tert-butoxycarbonylamino)pentyl]carbamate